ClC=1C=CC=2C(N1)=CN(N2)CC(C)(O)C 5-chloropyrazolo[4,3-b]pyridin-2-yl-2-methylpropan-2-ol